5-amino-2-phenyl-N,N-dipropyl-6H-thieno[3,2-b]azepin-7-carboxamide NC=1CC(=CC2=C(N1)C=C(S2)C2=CC=CC=C2)C(=O)N(CCC)CCC